bis(4-(bromomethyl)phenyl)methanone BrCC1=CC=C(C=C1)C(=O)C1=CC=C(C=C1)CBr